2-(4-(difluoromethoxy)phenyl)-N-(3-(1,1-difluoropropyl)phenyl)-5-methyl-1H-imidazole-4-carboxamide FC(OC1=CC=C(C=C1)C=1NC(=C(N1)C(=O)NC1=CC(=CC=C1)C(CC)(F)F)C)F